4-((1R,5S)-8-(2-phenylpropan-2-yl)-3,8-diazabicyclo[3.2.1]oct-6-en-3-yl)pyrido[4,3-d]pyrimidine C1(=CC=CC=C1)C(C)(C)N1[C@H]2CN(C[C@@H]1C=C2)C=2C1=C(N=CN2)C=CN=C1